Cl.COC1(CNC1)C1=CC=CC=C1 3-methoxy-3-phenylazetidine HCl salt